CC=1C=C(C(=C(C1)O)CCCCCCCCCCCCCCC)O 5-Methyl-2-pentadecylbenzene-1,3-diol